(S)-3-(1-(6-ethoxy-5-methoxypyridin-2-yl)-2-(methylsulfonyl)ethyl)-6-(4-fluorophenyl)-1-methyl-1H-imidazo[4,5-b]pyridin-2(3H)-one C(C)OC1=C(C=CC(=N1)[C@@H](CS(=O)(=O)C)N1C(N(C=2C1=NC=C(C2)C2=CC=C(C=C2)F)C)=O)OC